C1=C(C=CC2=CC=CC=C12)CSC=1OC2=C(N1)C=CC=C2 2-((naphthalene-2-ylmethyl)thio)benzo[d]oxazole